C1(=CC=CC=C1)NC1=CC=C(C=C1)C1=CC=C(C=C1)C1=CC2=C(N=C(O2)C2=CC3=CC=CC=C3C=C2)C=C1 N-phenyl-N-{4'-(2-naphthalen-2-yl-benzooxazol-6-yl)-[1,1']biphenyl-4-yl}-amine